Br.C(C)C=1NC=CN1 2-Ethylimidazole hydrobromide